benzyl (2R,3R)-3-cyclopropyl-1-((R)-p-tolylsulfinyl)aziridine-2-carboxylate C1(CC1)[C@@H]1[C@@H](N1[S@](=O)C1=CC=C(C=C1)C)C(=O)OCC1=CC=CC=C1